C(C)(C)(C)OC(=O)N1[C@@H](CC(C1)=O)CO[Si](C1=CC=CC=C1)(C1=CC=CC=C1)C(C)(C)C (S)-2-(((tert-butyldiphenylsilyl)oxy)methyl)-4-oxopyrrolidine-1-carboxylic acid tert-butyl ester